BrCCCCCCC1(C2=C(SC(=C2)C=2SC=C3OCCOC32)C=3SC(=CC31)[Si](C(C)C)(C(C)C)C(C)C)CCCCCCBr (4,4-bis(6-bromohexyl)-6-(2,3-dihydrothieno[3,4-b][1,4]dioxin-5-yl)-4H-cyclopenta[2,1-b:3,4-b']dithiophen-2-yl)triisopropylsilane